(7S)-3-amino-12-chloro-14-ethyl-11-fluoro-7-methyl-6,7,13,14-tetrahydro-1,15-ethenopyrazolo[4,3-f][1,4,8,10]benzoxatriazacyclotridecin-4(5H)-one NC1=NN2C3=C1C(NC[C@@H](OC1=C(CN(C(=N3)C=C2)CC)C(=C(C=C1)F)Cl)C)=O